FC(OC1=CC=C(C=C1)OC(=O)N1CC(C[C@H](C1)N1C(CCC1)=O)(F)F)F.ClC1=CC=C(C=N1)N1C(CCC1)=O 1-(6-chloro-3-pyridinyl)pyrrolidin-2-one 4-(difluoromethoxy)phenyl-(5R)-3,3-difluoro-5-(2-oxopyrrolidin-1-yl)piperidine-1-carboxylate